Heptadecan-9-yl 8-(7-(8-(nonyloxy)-8-oxooctyl)-9-oxa-3,7-diazabicyclo[3.3.1]nonan-3-yl)octanoate C(CCCCCCCC)OC(CCCCCCCN1CC2CN(CC(C1)O2)CCCCCCCC(=O)OC(CCCCCCCC)CCCCCCCC)=O